3,5-dichloro-N-(8-fluoro-2-methyl-4-oxo-3-((6-(trifluoromethyl)pyridin-2-yl)methyl)-3,4-dihydroquinazolin-5-yl)-4-hydroxybenzamide ClC=1C=C(C(=O)NC2=C3C(N(C(=NC3=C(C=C2)F)C)CC2=NC(=CC=C2)C(F)(F)F)=O)C=C(C1O)Cl